3-nitrobenzene-1-sulfonylbenzamide [N+](=O)([O-])C=1C=C(C=CC1)S(=O)(=O)C1=C(C(=O)N)C=CC=C1